C(C1=CC=CC=C1)OC1=C(C=CC=C1)C1=CC(=C(N=N1)N)N1CC2CCC(C1)N2C=2C=NC(=CC2)OC2CCNCC2 6-(2-benzyloxyphenyl)-4-[8-[6-(4-piperidyloxy)-3-pyridyl]-3,8-diazabicyclo[3.2.1]octan-3-yl]pyridazin-3-amine